N[C@H](C(=O)O)CC1=CC=C(C=C1)C1=NOC(=N1)C=1C=C(C(=CC1)OC)C1=CC(=CC=C1)O (S)-2-amino-3-(4-(5-(3'-hydroxy-6-methoxybiphenyl-3-yl)-1,2,4-oxadiazol-3-yl)phenyl)propanoic acid